N1(N=CC=C1)C1=CN=CC(=N1)C12CC(C1)(C2)N 3-[6-(pyrazol-1-yl)pyrazin-2-yl]bicyclo[1.1.1]pentan-1-amine